2-METHYLCITRATE CC(C(=O)[O-])C(O)(C(=O)[O-])CC(=O)[O-]